[N+](=O)([O-])C1=CC(=C(C(=C1)[N+](=O)[O-])O)C(C)CC 4,6-Dinitro-sec-butylphenol